(2S,3S)-2-((2,3'-Difluorobiphenyl-3-yl)methyl)-3-((methylsulfonyl)amino)pyrrolidine-1-carboxylic acid tert-butyl ester C(C)(C)(C)OC(=O)N1[C@H]([C@H](CC1)NS(=O)(=O)C)CC=1C(=C(C=CC1)C1=CC(=CC=C1)F)F